C1(=CC=CC=C1)N1N=NC(=N1)SC(C1=CC=CC=C1)=O 3-phenyl-5-benzoylthiotetrazole